[Cu].[Al].[Sm] samarium-aluminum-copper